ClC=1C=CC(=C(C1)N1C(C2N(C(C1)=O)C(CC2)C(=O)OCC)=O)[N+](=O)[O-] Ethyl 2-(5-chloro-2-nitrophenyl)-1,4-dioxooctahydropyrrolo[1,2-a]pyrazine-6-carboxylate